3-(Aminomethyl)-3,5,5-trimethylcyclohexan-1-amin NCC1(CC(CC(C1)(C)C)N)C